NC1CCC(CC1)N(C1=C2CN(C(C2=CC=C1)=O)C1C(NC(CC1)=O)=O)CCC1CCOCC1 3-(4-(((1r,4r)-4-aminocyclohexyl)(2-(tetrahydro-2H-pyran-4-yl)ethyl)amino)-1-oxoisoindolin-2-yl)piperidine-2,6-dione